(6-oxo-5,6-dihydropyridin-3-yl)boronic acid O=C1CC=C(C=N1)B(O)O